N1=CC=C(C=C1)C=1C=C(C=CC1)NC(=O)N1CCC(=CC1)C=1C2=C(N=CN1)NC1=C2CCC1 N-(3-(Pyridin-4-yl)phenyl)-4-(5,6,7,8-tetrahydrocyclopenta[4,5]pyrrolo[2,3-d]pyrimidin-4-yl)-3,6-dihydropyridine-1(2H)-carboxamide